ClC=1C(=C(C(=C(C1)Cl)Cl)Cl)Cl penta-chlorobenzene